N[C@H](CC1C(=C2N(C(=CC=C2S1)Cl)CC=1OC=CC1)C)CC 2-[(2S)-2-aminobutyl]-5-chloro-N-[(furan-2-yl)methyl]-3-methylthieno[3,2-b]pyridin